FC(C=1C=C(C=C(C1)C(F)(F)F)C1=CC=CC=N1)(F)F 6-(3,5-bistrifluoromethylphenyl)pyridine